3-Acetoxy-17-Hydroxy-5-Androstene C(C)(=O)OC1CC2=CC[C@H]3[C@@H]4CCC([C@@]4(C)CC[C@@H]3[C@]2(CC1)C)O